C(C)(C)(C)OC(C[C@H](NC([C@H](NC(OCC1=CC=CC=C1)=O)CC1=CC2=CC=CC=C2C=C1)=O)C(N[C@@H](CCC(=O)OC(C)(C)C)C(NC1=CC(=CC=C1)OC)=O)=O)=O tert-Butyl (5R,8S,11S)-8-(2-(tert-butoxy)-2-oxoethyl)-11-((3-methoxyphenyl)carbamoyl)-5-(naphthalen-2-ylmethyl)-3,6,9-trioxo-1-phenyl-2-oxa-4,7,10-triazatetradecan-14-oate